Cl.N[C@@H](C)C1=NC(=NN1C1=NC=CC(=N1)C#N)C [5-[(1S)-1-aminoethyl]-3-methyl-1,2,4-triazol-1-yl]pyrimidine-4-carbonitrile hydrochloride